2-(4-(((1r,2r)-2-hydroxycyclohexyl)amino)-1H-pyrrolo[2,3-d]pyridazin-7-yl)-5-(trifluoromethyl)pyridin-3-ol O[C@H]1[C@@H](CCCC1)NC1=C2C(=C(N=N1)C1=NC=C(C=C1O)C(F)(F)F)NC=C2